2-(furan-2-yl)-5-(3-((4-(2-(trifluoromethyl)pyridin-4-yl)piperazin-1-yl)methyl)piperidin-1-yl)-[1,2,4]triazolo[1,5-a][1,3,5]triazine-7-amine O1C(=CC=C1)C1=NN2C(N=C(N=C2N)N2CC(CCC2)CN2CCN(CC2)C2=CC(=NC=C2)C(F)(F)F)=N1